2-(4-((6-(cyclopropyl(4-(trifluoromethyl)benzyl)amino)-9H-purin-9-yl)methyl)-4-hydroxypiperidin-1-yl)acetamide C1(CC1)N(C1=C2N=CN(C2=NC=N1)CC1(CCN(CC1)CC(=O)N)O)CC1=CC=C(C=C1)C(F)(F)F